C[C@]12CC(C[C@](CCC1)(N2)C)N(C2=CC=C(N=N2)C2=C(C=C(C(=C2F)F)C2=CN=NC(=C2)OC)O)CCF 2-(6-(((1R,3S,5S)-1,5-dimethyl-9-azabicyclo[3.3.1]nonan-3-yl)(2-fluoroethyl)amino)pyridazin-3-yl)-3,4-difluoro-5-(6-methoxypyridazin-4-yl)phenol